4-(4-fluoro-4-methylpiperidine-1-carbonyl)-3-(1-propan-2-ylpyrazol-3-yl)benzonitrile FC1(CCN(CC1)C(=O)C1=C(C=C(C#N)C=C1)C1=NN(C=C1)C(C)C)C